N,N-dibenzyl-6-chloro-4-methylpyridin-2-amine C(C1=CC=CC=C1)N(C1=NC(=CC(=C1)C)Cl)CC1=CC=CC=C1